tetra-n-butylisophthalic acid C(CCC)C1=C(C(=C(C(=C1C(=O)O)CCCC)C(=O)O)CCCC)CCCC